Ethyl 2-(2-fluoro-6-methylphenyl)-6,7-dihydro-5H-pyrazolo[5,1-b][1,3]oxazine-3-carboxylate FC1=C(C(=CC=C1)C)C1=NN2C(OCCC2)=C1C(=O)OCC